1-(3,5-dibromophenyl)-3-(3-bromo-5-methoxyphenyl)urea BrC=1C=C(C=C(C1)Br)NC(=O)NC1=CC(=CC(=C1)OC)Br